3-phenyl-1H-pyrazole-1-sulfonamide C1(=CC=CC=C1)C1=NN(C=C1)S(=O)(=O)N